[(3S)-3-(1H-1,2,4-triazol-5-yl)pyrrolidin-1-yl]methanone N1N=CN=C1[C@@H]1CN(CC1)C=O